N1(N=CC=C1)CC=1C=CC(=NC1OC)C(=O)NS(=O)(=O)C1=C(C=CC=C1OC)OCC1CC1 5-((1H-pyrazol-1-yl)methyl)-N-((2-(cyclopropylmethoxy)-6-methoxyphenyl)sulfonyl)-6-methoxypicolinamide